NC1=NC2=C(C=3N1N=C(N3)C=3OC=CC3)SC(N2CCN2CCN(CC2)C2=C(C=NC=C2)F)=O 5-Amino-3-(2-(4-(3-fluoropyridin-4-yl)piperazin-1-yl)ethyl)-8-(furan-2-yl)thiazolo[5,4-e][1,2,4]triazolo[1,5-c]pyrimidin-2(3H)-one